N-(4-fluoro-2-(trifluoromethyl)benzyl)-1-(4-methoxybenzyl)piperidine-4-carboxamide FC1=CC(=C(CNC(=O)C2CCN(CC2)CC2=CC=C(C=C2)OC)C=C1)C(F)(F)F